(2S,4R)-4-hydroxy-1-((R)-3-methyl-2-(3-methylisoxazol-5-yl)butanoyl)-N-((S)-1-(4-(4-(3-(2-(2-oxoethoxy)ethoxy)prop-1-yn-1-yl)thiazol-5-yl)phenyl)ethyl)pyrrolidine-2-carboxamide O[C@@H]1C[C@H](N(C1)C([C@H](C(C)C)C1=CC(=NO1)C)=O)C(=O)N[C@@H](C)C1=CC=C(C=C1)C1=C(N=CS1)C#CCOCCOCC=O